NC1C(N(CC1)C1=C(C=C(C=C1)C)Cl)=O 3-Amino-1-(2-chloro-4-methylphenyl)pyrrolidin-2-one